6-[4-(1-methyl-4-pyridin-4-yl-1H-pyrazol-3-yl)-phenoxymethyl]-imidazo[2,1-b]thiazole CN1N=C(C(=C1)C1=CC=NC=C1)C1=CC=C(OCC=2N=C3SC=CN3C2)C=C1